6-(6-(((1S,2S,3R,5R)-2-fluoro-9-azabicyclo[3.3.1]nonan-3-yl)oxy)pyridazin-3-yl)-7-hydroxy-2-methylisoquinolin-1(2H)-one F[C@H]1[C@@H]2CCC[C@H](C[C@H]1OC1=CC=C(N=N1)C=1C=C3C=CN(C(C3=CC1O)=O)C)N2